CC(C(=O)C1=CC=C(C(=O)Cl)C=C1)(C)C 4-(2,2-dimethylpropionyl)benzoyl chloride